C(C)C1=NN(C2=NC(=CC(=C21)O)C)CC2=CC=CC=C2 ethyl-1-benzyl-4-hydroxy-6-methyl-1H-pyrazolo[3,4-b]Pyridine